C(C)[Si](OC1=CC=CC=C1)(OC1=CC=CC=C1)C1=CC=CC2=CC=CC=C12 ethyl-(naphthyl)diphenoxysilane